N,N-dimethyl-dodecyl-amine propanesulfonate C(CC)S(=O)(=O)O.CN(C)CCCCCCCCCCCC